FC=1C=C(C=CC1F)[C@H]1[C@@H](C1)N (1R,2S)-2-(3,4-difluorophenyl)cyclopropanamine